(R)-1-(2-((2-(2-fluoro-6-methoxyphenyl)pyrimidin-4-yl)amino)-5-((1-(trifluoromethyl)-1H-pyrazol-4-yl)ethynyl)pyridin-4-yl)piperidin-3-ol FC1=C(C(=CC=C1)OC)C1=NC=CC(=N1)NC1=NC=C(C(=C1)N1C[C@@H](CCC1)O)C#CC=1C=NN(C1)C(F)(F)F